OC[C@@H]1CC2=C(N([C@H](C(N1)=O)C(C)C)C)C=C(C=C2)OCC2=CC=C(CNC(OC(C)(C)C)=O)C=C2 tert-butyl (4-((((2S,5S)-5-(hydroxymethyl)-2-isopropyl-1-methyl-3-oxo-1,2,3,4,5,6-hexahydrobenzo[e][1,4]diazocin-9-yl)oxy)methyl)benzyl)carbamate